(3S)-N-[3-(2-[[(2S)-2,3-dihydroxypropyl]amino]-6-(morpholin-4-yl)pyridin-4-yl)-4-methylphenyl]-3-(2,2,2-trifluoroethyl)pyrrolidine-1-carboxamide O[C@@H](CNC1=NC(=CC(=C1)C=1C=C(C=CC1C)NC(=O)N1C[C@@H](CC1)CC(F)(F)F)N1CCOCC1)CO